4-chloro-6-fluorophenyl-boric acid ClC1=CC=C(C(=C1)F)OB(O)O